3,5'-dichloro-4-((3,5-difluoropyridin-2-yl)methoxy-d2)-2'-(2-(2-Hydroxypropan-2-yl)thiazol-4-yl)-6-methyl-2H-[1,4'-bipyridyl]-2-one ClC=1C(N(C(=CC1OC([2H])([2H])C1=NC=C(C=C1F)F)C)C1=CC(=NC=C1Cl)C=1N=C(SC1)C(C)(C)O)=O